5-cyclopropyl-pyrimidine-2,4,6(1h,3h,5h)-trione C1(CC1)C1C(NC(NC1=O)=O)=O